OC[C@H]1O[C@H](C(C1O)OC)N1C2=NC=NC(=C2N=C1)NC(C)C (2R,5R)-2-(hydroxymethyl)-5-[6-(isopropylamino)purin-9-yl]-4-methoxy-tetrahydrofuran-3-ol